FC(C1C(C1)C(C(=O)OCC)(C)C)F Ethyl 2-(2-(difluoromethyl) cyclopropyl)-2-methyl-propionate